N-(3-((5-chloro-2-((1-methyl-1H-pyrazol-3-yl)amino)pyrimidin-4-yl)amino)-4-fluorophenyl)acrylamide ClC=1C(=NC(=NC1)NC1=NN(C=C1)C)NC=1C=C(C=CC1F)NC(C=C)=O